FC=1C=C(C(=O)NC2=NNC3=CN=C(C=C32)C3=C(C=CC=C3OC)F)C=CC1 3-fluoro-N-(5-(2-fluoro-6-methoxyphenyl)-1H-pyrazolo[3,4-c]pyridin-3-yl)benzamide